FC(C=1C(=C(C=CC1)[C@@H](C)NC=1C2=C(N=C(N1)C)N=C(C(=C2)S(=O)(=O)C2CCN(CC2)C)C#N)F)F (R)-4-((1-(3-(difluoromethyl)-2-fluorophenyl)ethyl)amino)-2-methyl-6-((1-methylpiperidin-4-yl)sulfonyl)pyrido[2,3-d]pyrimidine-7-carbonitrile